COC1=CC=C(CN2N=CC=3C2=NC=C(C3)Br)C=C1 1-(4-methoxybenzyl)-5-bromo-1H-pyrazolo[3,4-b]pyridine